FC1(C(CN(CC1)C1=CC=C(C(=C1C(=O)NC1=CC(=NC=C1)[S@@](=O)(=N)C)C)C(F)(F)F)C)F 6-(4,4-difluoro-3-methylpiperidin-1-yl)-2-methyl-N-(2-((R)-S-methylsulfonimidoyl)pyridin-4-yl)-3-(trifluoromethyl)benzamide